2-((6-methoxy-2-methylquinazolin-4-yl)thio)-1-(5-((methylamino)methyl)thiophen-2-yl)ethan-1-one hydrochloride Cl.COC=1C=C2C(=NC(=NC2=CC1)C)SCC(=O)C=1SC(=CC1)CNC